2-amino-3-[(3R)-4-benzyloxycarbonyl-3-methyl-piperazin-1-yl]-5-bromo-benzoic acid NC1=C(C(=O)O)C=C(C=C1N1C[C@H](N(CC1)C(=O)OCC1=CC=CC=C1)C)Br